(R)-3-(3-fluoro-4-(6-(2-ethyl-2H-tetrazol-5-yl)pyridin-3-yl)phenyl)-5-(1-hydroxy-1-cyclopropylmethyl)oxazolidin-2-one FC=1C=C(C=CC1C=1C=NC(=CC1)C=1N=NN(N1)CC)N1C(O[C@H](C1)C(C1CC1)O)=O